1-Hydroxy-7-methoxy-2-methyl-3-(4'-(trifluoromethoxy)-[1,1'-biphenyl]-4-yl)quinolin-4(1H)-one ON1C(=C(C(C2=CC=C(C=C12)OC)=O)C1=CC=C(C=C1)C1=CC=C(C=C1)OC(F)(F)F)C